CN1CCC(=CC1)C=1C=C2C=3CCCC(C3NC2=CC1)=O 6-(1-methyl-1,2,3,6-tetrahydropyridin-4-yl)-2,3,4,9-tetrahydro-1H-carbazol-1-one